C[C@H]1CN2C(OC1)=C(C=N2)C2=C1CNC(C1=C(C=C2)NC2=NC=C(C=C2)N2CCN(CC2)C)=O (S)-4-(6-methyl-6,7-dihydro-5H-pyrazolo[5,1-b][1,3]oxazin-3-yl)-7-((5-(4-methylpiperazin-1-yl)pyridin-2-yl)amino)isoindolin-1-one